methyl 3-bromo-1-(3-(trifluoromethyl) benzyl)-1H-pyrrolo[2,3-B]pyridine-2-carboxylate BrC1=C(N(C2=NC=CC=C21)CC2=CC(=CC=C2)C(F)(F)F)C(=O)OC